CC1=C(C#N)C=C(C(=C1)NN)[N+](=O)[O-] 2-methyl-5-nitro-4-hydrazinobenzonitrile